3-[(6-bromo-2-methyl-3-pyridyl)sulfanyl]-6-fluoro-1,4-dimethyl-indole BrC1=CC=C(C(=N1)C)SC1=CN(C2=CC(=CC(=C12)C)F)C